FC1CCN(CC1)CCC=1C=C2C(=C(NC2=CC1)C=1C=C(C(N(C1)C)=O)C)C(C)C 5-(5-(2-(4-Fluoropiperidin-1-yl)ethyl)-3-isopropyl-1H-indol-2-yl)-1,3-dimethylpyridin-2(1H)-on